ClC1=CC=C2C3(C(N(C2=C1)C1=CN(C=C1)C)=O)CC1=CC=C(C=C1C3)C(=O)O 6'-chloro-1'-(1-methyl-1H-pyrrol-3-yl)-2'-oxo-1,3-dihydro-spiro[indene-2,3'-indoline]-5-carboxylic acid